CN1C(C2(C(C1=O)C1=CC=CC=C1)CCNCC2)=O 2-methyl-4-phenyl-2,8-diazaspiro[4.5]decane-1,3-dione